C(C=C)(=O)N1CCN(CC1)C1=C(C(N(C2=NC(=C(C=C12)Cl)C1=C(C(=CC(=C1F)Cl)Cl)N)C=1C(=NC=NC1C(C)C)C(C)C)=O)C#N 4-(4-propenoylpiperazin-1-yl)-7-(2-amino-3,5-dichloro-6-fluorophenyl)-6-chloro-1-(4,6-diisopropylpyrimidin-5-yl)-2-oxo-1,2-dihydro-1,8-naphthyridine-3-carbonitrile